NC=1C(=C(C=NC1)C=1C=C2C=C(N=CC2=C(C1F)N)NC1=NN2C(CN(S(C2)(=O)=O)C)=C1)C 6-(5-amino-4-methyl-3-pyridinyl)-7-fluoro-N3-(5-methyl-6,6-dioxo-4,7-dihydropyrazolo[5,1-d][1,2,5]thiadiazin-2-yl)isoquinoline-3,8-diamine